7-Chloro-2-methyl-4H-benzo[d][1,3]oxazin-4-one ClC=1C=CC2=C(N=C(OC2=O)C)C1